S1CCCCCCC1 Thiocane